C1(CCC1)CN(C(OC(C)(C)C)=O)[C@H]1CN(CCC1)C1=CC(N(C=C1)C(C)N1N=NC(=C1)C=1N=C2N(C(C1)=O)C=CC=C2)=O tert-butyl N-(cyclobutylmethyl)-N-[(3R)-1-[2-oxo-1-[1-[4-(4-oxopyrido[1,2-a]pyrimidin-2-yl)triazol-1-yl] ethyl]-4-pyridyl]-3-piperidyl]carbamate